2,6-Ditertbutyl-4-methyl-phenol C(C)(C)(C)C1=C(C(=CC(=C1)C)C(C)(C)C)O